FC1CC(C1)(C(=O)O)C1=CC=C(C=C1)C=1C=NC(=CC1CO)C(F)(F)F 3-fluoro-1-(4-(4-(hydroxymethyl)-6-(trifluoromethyl)pyridin-3-yl)phenyl)cyclobutane-1-carboxylic acid